ClC1=CC(=C(C=N1)C1=NC=C(C=C1)C(C(F)(F)F)(C)O)NC(C)C 2-(6'-chloro-4'-(isopropylamino)-[2,3'-bipyridin]-5-yl)-1,1,1-trifluoropropan-2-ol